C(CCCCCCC)S(=O)CCO octyl-(hydroxyethyl)sulfoxide